2-{[2-(PHENYLOXYMETHYL)PYRIDIN-5-YL]OXY}-ETHANAMIN C1(=CC=CC=C1)OCC1=NC=C(C=C1)OCCN